ClC=1C=C(C=CC1)C1=NOC(=N1)C1CCN(CC1)C(CC1=NON=C1C)=O 1-(4-(3-(3-chlorophenyl)-1,2,4-oxadiazol-5-yl)piperidin-1-yl)-2-(4-methyl-1,2,5-oxadiazol-3-yl)ethan-1-one